N1CCC(=CC1)C(=O)[O-] 1,2,3,6-tetrahydropyridine-4-formate